COC1=CC=C(C=C1)N(S(=O)=O)C=CCCC N-(4-methoxyphenyl)-N-propylvinylsulfonamide